(S)-5-((1-(6-chloro-2-oxo-1,2-dihydroquinolin-3-yl)ethyl)amino)-6-oxo-1,6-dihydropyridine-2-carbonitrile ClC=1C=C2C=C(C(NC2=CC1)=O)[C@H](C)NC1=CC=C(NC1=O)C#N